Tert-butyl 1,5-dimethyl-4-(pyrazin-2-yl)-1H-pyrazole-3-carboxylate CN1N=C(C(=C1C)C1=NC=CN=C1)C(=O)OC(C)(C)C